(S)-{5-[(2-amino-2,4-dimethylpentyl)oxy]-6-(difluoromethyl)pyridin-2-yl}boronic acid N[C@](COC=1C=CC(=NC1C(F)F)B(O)O)(CC(C)C)C